5-bromo-2-[3-(4,4-difluoro-5-tetrahydropyran-2-yloxy-pentoxy)cyclobutoxy]pyridine BrC=1C=CC(=NC1)OC1CC(C1)OCCCC(COC1OCCCC1)(F)F